OC(C)(C)C1=CC=C(C=N1)B(O)O 6-(2-hydroxypropan-2-yl)pyridine-3-boronic acid